3-(((1-(tert-butoxycarbonyl)-1H-indol-4-yl)methyl)(4-(3,4-dichlorophenyl)-5-isobutylthiazol-2-yl)amino)propanoic acid C(C)(C)(C)OC(=O)N1C=CC2=C(C=CC=C12)CN(CCC(=O)O)C=1SC(=C(N1)C1=CC(=C(C=C1)Cl)Cl)CC(C)C